Cl.ClC1=C(C=CC=C1C1=C(C=C(C=C1)F)F)[C@@]1(CC(N(C(N1)=N)[C@@H]1C[C@@H](S(CC1)(=O)=O)C)=O)C |o1:23,25| (6S)-6-[2-Chloro-3-(2,4-difluoro-phenyl)phenyl]-2-imino-6-methyl-3-[(2S*,4S*)-2-methyl-1,1-dioxo-thian-4-yl]hexahydropyrimidin-4-one hydrochloride